NCC=1C=C(C=CC1)N1N=C(C=C1C(=O)NC1=C(C=CC(=C1)C(CCC1CC1)N1C(NC(C=C1)=O)=O)F)C(F)(F)F 1-(3-(aminomethyl)phenyl)-N-(5-(3-cyclopropyl-1-(2,4-dioxo-3,4-dihydropyrimidin-1(2H)-yl)propyl)-2-fluorophenyl)-3-(trifluoromethyl)-1H-pyrazole-5-carboxamide